C(C(=C)C)(=O)O.B(F)(F)F.[Li] lithium trifluoroborate-methacrylic acid